(3-amino-2,4-difluorophenyl)-5-(3-(3-bromo-2,5-difluorophenyl)-2,2-dichloropropane-1-carboxamido)-2-chlorobenzamide NC=1C(=C(C=CC1F)C=1C(=C(C(=O)N)C=C(C1)NC(=O)CC(CC1=C(C(=CC(=C1)F)Br)F)(Cl)Cl)Cl)F